CC1(CC=2C=NC=NC2C2=C1C(=NN2)C(=O)N)C 4,4-dimethyl-4,5-dihydro-1H-pyrazolo[4,3-H]Quinazoline-3-carboxamide